(S)-2'-(dicyclohexylcarbamoyl)-[1,1'-binaphthyl]-2-carboxylic acid C1(CCCCC1)N(C(=O)C1=C(C2=CC=CC=C2C=C1)C=1C(=CC=C2C=CC=CC12)C(=O)O)C1CCCCC1